O[C@H]1[C@@H](O[C@@H]([C@@H]([C@@H]1N1N=NC(=C1)C1=CC(=C(C(=C1)F)F)F)O)CO)SC(C(=O)N(CC)CC)C(C)(C)O 2-(((2S,3R,4S,5R,6R)-3,5-dihydroxy-6-(hydroxymethyl)-4-(4-(3,4,5-trifluorophenyl)-1H-1,2,3-triazol-1-yl)tetrahydro-2H-pyran-2-yl)thio)-N,N-diethyl-3-hydroxy-3-methylbutanamide